C(C)(=O)O.N12CCCN=C2NCCC1 1,5,7-triazabicyclo[4.4.0]dec-5-ene acetate